FC1=C(C(=CC=C1)OC)C1=C(C=NC(=C1)C)C(=O)NC=1SC(=NN1)OCC1=CC=C2C(=N1)CCOC2 4-(2-fluoro-6-methoxyphenyl)-6-methyl-N-(5-(5H,7H,8H-pyrano(4,3-b)pyridin-2-ylmethoxy)-1,3,4-thiadiazol-2-yl)pyridine-3-carboxamide